(((2R,3R)-3-((tert-butyldimethylsilyl)oxy)-2-(1,1-dioxidothiomorpholino)butyl)amino)-5a,5b,8,8,11a-pentamethyl-1-(prop-1-en-2-yl)icosahydro-1H-cyclopenta[a]chrysen-9-yl acetate C(C)(=O)OC1C(C2CCC3(C4(CCC5C(C4CCC3C2(CC1)C)C(CC5)(C(=C)C)NC[C@H]([C@@H](C)O[Si](C)(C)C(C)(C)C)N5CCS(CC5)(=O)=O)C)C)(C)C